L-aspartic acid zinc [Zn].N[C@@H](CC(=O)O)C(=O)O